methyl [(3-fluorophenyl)methyl] sulfide FC=1C=C(C=CC1)CSC